N-(4-((2-(1,1-difluoroethyl)-6-methylpyrimidin-4-yl)amino)-5-((1s,3s)-3-fluorocyclobutoxy)pyridin-2-yl)acetamide FC(C)(F)C1=NC(=CC(=N1)NC1=CC(=NC=C1OC1CC(C1)F)NC(C)=O)C